N-((1-((2-oxo-2,4-dihydro-1H-benzo[d][1,3]oxazin-6-yl)methyl)-4-phenethylpiperidin-4-yl)methyl)methanesulfonamide O=C1OCC2=C(N1)C=CC(=C2)CN2CCC(CC2)(CCC2=CC=CC=C2)CNS(=O)(=O)C